C(C)(C)(C)OC(=O)N1C[C@@H]([C@@H](CC1)N(C1=CC=C(C=C1)OC(F)(F)F)C)C.C(C)(C)(C)S(=O)(=O)NC(=O)C1CC1 N-(tert-butylsulfonyl)cyclopropane-1-carboxamide tert-butyl-(3S,4R)-3-methyl-4-[N-methyl-4-(trifluoromethoxy)anilino]piperidine-1-carboxylate